C(C)C1C(=NOC1C)C1=C(C=C(C(=C1)N1C(N(C(=CC1=O)C(F)(F)F)C)=O)F)Cl Ethyl-3-{2-chloro-4-fluoro-5-[3-methyl-2,6-dioxo-4-(trifluoromethyl)-3,6-dihydropyrimidine-1(2H)-yl]phenyl}-5-methyl-4,5-dihydro-1,2-oxazole